1-[3-cyclopropyl-5-(4,4-difluoropiperidin-1-yl)-2-fluorophenyl]-3-[(1-ethyl-1H-pyrazol-4-yl)methyl]-4-methyl-1,3-dihydro-2H-imidazol-2-one C1(CC1)C=1C(=C(C=C(C1)N1CCC(CC1)(F)F)N1C(N(C(=C1)C)CC=1C=NN(C1)CC)=O)F